Ethyl 4-[5-(2-ethoxy-2-oxoethyl)-2-(4-fluorophenyl)-4-oxo-1,3-thiazolidin-3-yl]-3-methylbenzoate C(C)OC(CC1C(N(C(S1)C1=CC=C(C=C1)F)C1=C(C=C(C(=O)OCC)C=C1)C)=O)=O